6-vinyl-pyridine-3-carboxamide C(=C)C1=CC=C(C=N1)C(=O)N